2-Pyrrolidinon N1C(CCC1)=O